FC1=C(C(=CC=C1)OC)C=1C=C2CCN[C@@H](C2=CC1)CNC1=C(C(=O)O)C=CN=C1 (S)-3-(((6-(2-fluoro-6-methoxyphenyl)-1,2,3,4-tetrahydroisoquinolin-1-yl)methyl)amino)isonicotinic acid